BrC=1C(=C2C=NC=NC2=CC1)F 6-bromo-5-fluoroquinazolin